N-hexyl-N-(1-naphthyl)-2-cyanoacetamide C(CCCCC)N(C(CC#N)=O)C1=CC=CC2=CC=CC=C12